C(C1=CC=CC=C1)OCCS(=O)(=O)NC1=CC(=C(C(=O)NC2=NC(=CC(=N2)N2CCC(CC2)(F)F)C)C=C1F)N1CCC2(CC2)CC1 4-((2-(benzyloxy)ethyl)sulfonamido)-N-(4-(4,4-difluoropiperidin-1-yl)-6-methylpyrimidin-2-yl)-5-fluoro-2-(6-azaspiro[2.5]octan-6-yl)benzamide